C(#N)C1=NC=CC(=C1)CNC(C1=CN=CC(=C1N1C[C@]2(CC[C@@H](N2)C)CC1)C1=CC(=CC(=C1)F)F)=O N-[(2-cyano-4-pyridyl)methyl]-4-{(2S,5S)-2-methyl-1,7-diaza-7-spiro[4.4]nonyl}-5-(3,5-difluorophenyl)nicotinamide